FC(C=1C=C2C=C(NC2=CC1)CNCCCCOCCNC1=C2C=NNC2=CC(=C1)C(=O)O)(F)F 4-((2-(4-(((5-(trifluoromethyl)-1H-indol-2-yl)methyl)amino)butoxy)ethyl)amino)-1H-indazole-6-carboxylic acid